C[Si](OCCCCCCCCCC=C)(C1=CC=CC=C1)C dimethylphenyl(undec-10-en-1-yloxy)silane